4-cyano-N-[6-[1,5-diethyl-8-oxabicyclo[3.2.1]octa-2,6-dien-3-yl]-2-(4,4-dimethylcyclohexen-1-yl)-3-pyridyl]-1-(2-trimethylsilylethoxymethyl)imidazole-2-carboxamide C(#N)C=1N=C(N(C1)COCC[Si](C)(C)C)C(=O)NC=1C(=NC(=CC1)C1=CC2(C=CC(C1)(O2)CC)CC)C2=CCC(CC2)(C)C